tert-butyl 4-[2-[(4R,8aS)-2-(8-cyano-5-quinolyl)-4-methyl-3,4,6,7,8,8a-hexahydro-1H-pyrrolo[1,2-a]pyrazin-7-yl]-3,4-dihydro-1H-isoquinolin-6-yl]piperazine-1-carboxylate C(#N)C=1C=CC(=C2C=CC=NC12)N1C[C@H]2N([C@@H](C1)C)CC(C2)N2CC1=CC=C(C=C1CC2)N2CCN(CC2)C(=O)OC(C)(C)C